L-(-)-mandelic acid C1=CC=C(C=C1)[C@H](C(=O)O)O